CC(C(=O)O)CC=C methylpent-4-enoic acid